BrC=1C(=C2C(C=C(NC2=CC1F)C=1C=C(C#N)C=CC1Cl)=O)F 3-(6-bromo-5,7-difluoro-4-oxo-1,4-dihydroquinolin-2-yl)-4-chlorobenzonitrile